4-(3-(benzo[d]oxazol-2-yl)-2-methoxyphenylamino)-2-(1-(1,3,5-trimethyl-1H-pyrazol-4-yl)ethylamino)pyrimidine-5-carboxylic acid O1C(=NC2=C1C=CC=C2)C=2C(=C(C=CC2)NC2=NC(=NC=C2C(=O)O)NC(C)C=2C(=NN(C2C)C)C)OC